COC=1C(=NC(=C(C1)C)OC)CCN 2-(3,6-dimethoxy-5-methylpyridin-2-yl)ethan-1-amine